CC1=C(C=CC=C1)/C(/C(=O)OC)=N/OC methyl (Z)-2-(2-methylphenyl)-2-methoxyiminoacetate